FC=1C=C(C=C(C1[Si](C)(C)C)F)NC(CC1=CC=C(C=C1)COC)=O N-(3,5-difluoro-4-(trimethylsilyl)phenyl)-2-(4-(methoxymethyl)phenyl)acetamide